C(C)(C)C(C(=O)N)=C.C(C=CCC)(=O)O pentenoic acid-isopropyl-acrylamide